[3-(methacryloyloxyamino)propyl]trimethylammonium chloride [Cl-].C(C(=C)C)(=O)ONCCC[N+](C)(C)C